OC1CC2(CC(C2)N2C=3C4=C(C(=NN4CCC2=O)C2=NNC=C2)N=C(C3)N3[C@@H](COCC3)C)C1 (R)-6-(6-hydroxyspiro[3.3]hept-2-yl)-4-(3-methylmorpholinyl)-2-(1H-pyrazol-3-yl)-8,9-dihydro-1,3,6,9a-tetraazabenzo[cd]azulene-7(6H)-one